4-[(3-fluoro-2-nitrophenyl)amino]-N-(3-methoxy-4-methylphenyl)cyclohexane-1-carboxamide FC=1C(=C(C=CC1)NC1CCC(CC1)C(=O)NC1=CC(=C(C=C1)C)OC)[N+](=O)[O-]